C12CC(CC2C1)OS(=O)(=O)C1=CC=C(C=C1)C 4-methylbenzenesulfonic acid-bicyclo[3.1.0]hexane-3-yl ester